(S)-3-(2-(3-(aminomethyl)piperidin-1-yl)ethyl)-4-ethoxybenzonitrile disuccinate C(CCC(=O)O)(=O)O.C(CCC(=O)O)(=O)O.NC[C@H]1CN(CCC1)CCC=1C=C(C#N)C=CC1OCC